N1(C=NC2=C1C=CC=C2)C=2C=C(C=C(C2)[Si](C2=CC=CC=C2)(C2=CC=CC=C2)C2=CC=CC=C2)O 3-(1H-benzo[d]imidazol-1-yl)-5-(triphenylsilyl)phenol